(2R,3S)-3-((5-fluoro-2-(3-methoxy-6-methylquinolin-8-yl)benzo[d]thiazol-6-yl)oxy)butan-2-yl (2-(2-hydroxyethoxy)pyrimidin-5-yl)carbamate OCCOC1=NC=C(C=N1)NC(O[C@H](C)[C@H](C)OC1=CC2=C(N=C(S2)C=2C=C(C=C3C=C(C=NC23)OC)C)C=C1F)=O